oxo-1-[[4-(trifluoromethoxy)phenyl]methyl]-3,4-dihydro-1-benzazepine-8-carboxylic acid O=C1CN(C2=C(CC1)C=CC(=C2)C(=O)O)CC2=CC=C(C=C2)OC(F)(F)F